(2E,6E)-2-[(4-Azidophenyl)methylidene]-4-hydroxy-6-[(4-methylphenyl)methylidene]cyclohexan-1-one N(=[N+]=[N-])C1=CC=C(C=C1)\C=C/1\C(/C(/CC(C1)O)=C/C1=CC=C(C=C1)C)=O